OC(CCCCCCCCCCC(=O)O)CCCCCCCCCCCCC 12-Hydroxy-pentacosanoic acid